3-[(1-methyltetrazol-5-yl)thiomethyl]-8-oxo-5-thia-1-azabicyclo[4.2.0]oct-2-ene-2-carboxylic acid sodium [Na].CN1N=NN=C1SCC1=C(N2C(CC2SC1)=O)C(=O)O